(2R,5S)-5-((4-bromopyridin-2-yl)oxy)hexan-2-amine BrC1=CC(=NC=C1)O[C@H](CC[C@@H](C)N)C